L-fucose 4-sulfate S(=O)(=O)(O)O[C@@H]([C@H]([C@@H](C=O)O)O)[C@@H](O)C